C(CCCCCCCCCCCCCCCCCCCCCCCCCCCCCCCCCC)(=O)OCCCCCCCCCCCCCCCCC Heptadecane-1-yl Pentatriacontanoate